CN(CCO)C(=O)OC(C)(C)C N-methyl-N-(tert-butoxycarbonyl)ethanolamine